ClC1=CC=C(C=C1)N1CC(CC1)N(C)CC(C)C 1-(4-chlorophenyl)-N-isobutyl-N-methylpyrrolidin-3-amine